4-Nitro-N-(4-phenoxy-6-phenyl-pyrimidin-2-yl)benzenesulfonamide [N+](=O)([O-])C1=CC=C(C=C1)S(=O)(=O)NC1=NC(=CC(=N1)OC1=CC=CC=C1)C1=CC=CC=C1